FC=1C=NN2C1C(NC1=C(C(=CC=C21)CN2CCN(CC2)C=2C(=NC(=CC2)C(NC)=O)C)C)=O 3-fluoro-7-((4-(2-methyl-6-(methylcarbamoyl)pyridin-3-yl)piperazin-1-yl)methyl)-6-methylpyrazolo[1,5-a]quinoxalin-4(5H)-one